C(C1=CC=CC=C1)C1(OC(CC(O1)=O)=O)CC1=CC=CC=C1 2,2-dibenzyl-1,3-dioxane-4,6-dione